4-[(6-{3-Azabicyclo[3.1.0]hex-3-yl}-2-methylpyridin-3-yl)methyl]-5-chlorothiophene-2-carboxylic acid methyl ester COC(=O)C=1SC(=C(C1)CC=1C(=NC(=CC1)N1CC2CC2C1)C)Cl